CS(=O)(=O)N1CCC(CC1)NC1=NC(=NC(=N1)NC1=CC(=NC=C1)C(F)(F)F)C1=NC(=CC=C1)C(F)(F)F (1-Methanesulfonyl-piperidin-4-yl)-6-(6-trifluoromethyl-pyridin-2-yl)-N'-(2-trifluoromethyl-pyridin-4-yl)-[1,3,5]triazine-2,4-diamine